12-((2-carboxyethoxy)methyl)-3,10-dioxo-1-phenyl-2,5,8,14-tetraoxa-11-azaheptadecan-17-oic acid C(=O)(O)CCOCC(NC(COCCOCC(OCC1=CC=CC=C1)=O)=O)COCCC(=O)O